pent-4-ynyl methanesulfonate CS(=O)(=O)OCCCC#C